N1=C(C=CC=C1)N1NC(=CC(=N1)C1=NC=CC=C1)C1=NC=CC=C1 L-2,4,6-tripyridyl-triazine